C(C)OC(CN1N=CC(=C1)C1=CCC(CC1)C(=O)OCC1=CC=CC=C1)=O benzyl 4-(1-(2-ethoxy-2-oxoethyl)-1H-pyrazol-4-yl)cyclohex-3-enecarboxylate